C(C)(C)(C)OC(=O)[C@H](C(C)C)N1C([C@]2(CCN(C2)C(=O)OC(C)(C)C)CCC1)=O tert-butyl (5S)-7-[(1S)-1-tert-butoxycarbonyl-2-methyl-propyl]-6-oxo-2,7-diazaspiro[4.5]decane-2-carboxylate